tert-butyl 2-(5-(((2-(6-((cis)-2,6-dimethylmorpholino)pyridin-2-yl)-1,6-naphthyridin-7-yl)methyl)carbamoyl)-2-methylphenyl)-4,4-difluoropyrrolidine-1-carboxylate C[C@@H]1O[C@@H](CN(C1)C1=CC=CC(=N1)C1=NC2=CC(=NC=C2C=C1)CNC(=O)C=1C=CC(=C(C1)C1N(CC(C1)(F)F)C(=O)OC(C)(C)C)C)C